C(C=C)C1=C(C=C(C(=C1)F)F)OC 2-allyl-4,5-difluoroanisole